CC1=C(C(=O)ONC(=O)OC=2C=NC=CC2)C=CC=C1 (((pyridin-3-yloxy) carbonyl) amino) methylbenzoate